ClC=1N=C(C2=C(N1)C(=C(N=C2)Cl)F)N2CCC[C@@H](C2)O (3S,5S)-1-(2,7-dichloro-8-fluoropyrido[4,3-d]pyrimidin-4-yl)-5-hydroxypiperidine